2-((4-Chloropyrimidin-5-yl)oxy)-5-fluoro-N-isopropyl-N-methylbenzamide ClC1=NC=NC=C1OC1=C(C(=O)N(C)C(C)C)C=C(C=C1)F